O1C(=NC2=C1C=CC=C2)Cl benzoxazole-2-yl chloride